5-(4-[[2-(hexahydropyridin-1-yl)ethyl]oxy]phenyl)-3-(1H-pyrazol-3-yl)-1-[(4-methylphenyl)dioxy-λ6-thio]pyrrolo[2,3-b]pyridine N1(CCCCC1)CCOC1=CC=C(C=C1)C=1C=C2C(=NC1)N(C=C2C2=NNC=C2)[SH4]OOC2=CC=C(C=C2)C